(6Ar,9R,10aR)-6,6,9-trimethyl-3-[(E)-2-phenylethenyl]-6a,7,8,9,10,10a-hexahydrobenzo[c]chromen-1-ol CC1(OC=2C=C(C=C(C2[C@H]2[C@H]1CC[C@H](C2)C)O)\C=C\C2=CC=CC=C2)C